{3-[N,N-bis(t-butyldimethylsilyl)amino]propyl}methyldiethoxysilane [Si](C)(C)(C(C)(C)C)N([Si](C)(C)C(C)(C)C)CCC[Si](OCC)(OCC)C